[O-]P([O-])(=O)OP(=O)([O-])O.[Na+].[Na+].[Na+] Trinatrium diphosphat